NCCN1CCN(CC1)CC(=O)N[C@H](C(=O)N1[C@@H](C[C@H](C1)O)C(=O)NCC1=CC=C(C=C1)C1=C(N=CS1)C)C(C)(C)C (2S,4R)-1-[(2S)-2-[[2-[4-(2-aminoethyl)piperazin-1-yl]acetyl]amino]-3,3-dimethyl-butanoyl]-4-hydroxy-N-[[4-(4-methylthiazol-5-yl)phenyl]methyl]pyrrolidine-2-carboxamide